(R)-3-methyl-4-(4-(6-methylpyridin-3-yl)-1-(1H-pyrazol-3-yl)-1H-pyrazolo[3,4-b]pyridin-6-yl)morpholine C[C@H]1N(CCOC1)C1=CC(=C2C(=N1)N(N=C2)C2=NNC=C2)C=2C=NC(=CC2)C